3,6-dimethyl-1-heptyne CC(C#C)CCC(C)C